chromium vanadium-titanium-iron water vanadium [V].O.[Fe].[Ti].[V].[Cr]